FC1=C(C=C(C(=O)O)C=C1)S(=O)(=O)N1CCN(CC1)C 4-fluoro-3-((4-methylpiperazin-1-yl)sulfonyl)benzoic acid